C(C1=CC(OC)=C(O)C(OC)=C1)(=O)OCCCCCC hexyl syringate